(2-methyl-2H-indazol-5-yl)pyrimidine CN1N=C2C=CC(=CC2=C1)C1=NC=CC=N1